BrC=1C=C(C=CC1)[C@@H]1[C@@H](C1)C(=O)OCC |r| rac-ethyl cis-2-(3-bromophenyl)cyclopropane-1-carboxylate